(R)-2-((R)-2,4-dimethylpiperazin-1-yl)-N-(3-(5-fluoro-2-((2-fluoro-3-(methyl-sulfonyl)phenyl)amino)pyrimidin-4-yl)-1H-indol-7-yl)butanamide C[C@H]1N(CCN(C1)C)[C@@H](C(=O)NC=1C=CC=C2C(=CNC12)C1=NC(=NC=C1F)NC1=C(C(=CC=C1)S(=O)(=O)C)F)CC